NCC1=CC=C(C=C1)CN α,α'-diamino-p-xylene